FC1=C(C(=O)N[C@@H](C(=O)N2CCC3(CC2)C(CN(C(C3)=O)C)C3=CC=CC=C3)C3COC3)C=C(C=C1)C(F)(F)F 2-fluoro-N-((1R)-2-(9-methyl-10-oxo-7-phenyl-3,9-diazaspiro[5.5]undecan-3-yl)-1-(oxetan-3-yl)-2-oxoethyl)-5-(trifluoromethyl)benzamide